C12(CC(C1)C2)N2[C@@H](C=1NC3=CC=CC=C3C1C[C@H]2C)C2=C(C=C(C=C2)NC2CN(C2)CCCF)F N-(4-((1R,3R)-2-(bicyclo[1.1.1]pentan-1-yl)-3-methyl-2,3,4,9-tetrahydro-1H-pyrido[3,4-b]indol-1-yl)-3-fluorophenyl)-1-(3-fluoropropyl)azetidin-3-amine